BrC1=CC=C(C(=N1)CC)C(CCC/C=C/C(=O)OC)=O methyl (E)-7-(6-bromo-2-ethylpyridin-3-yl)-7-oxohept-2-enoate